COC1=C(C=CC=C1C1=NN(C=N1)C)NC1=NC(=NC=C1C(=O)NC([2H])([2H])[2H])NC=1C=NN(C1)C1CCOCC1 4-((2-Methoxy-3-(1-methyl-1H-1,2,4-triazol-3-yl)phenyl)amino)-N-(methyl-d3)-2-((1-(tetrahydro-2H-pyran-4-yl)-1H-pyrazol-4-yl)amino)pyrimidine-5-carboxamide